NC1=C(C=C(C(=N1)F)C1=NC(=C(C=C1)N1CCOCC1)CN(C)CC)C=1C=C2CCNC(C2=CC1)=O 6-(6'-amino-6-((ethyl(methyl)amino)meth-yl)-2'-fluoro-5-morpholino-[2,3'-bipyridin]-5'-yl)-3,4-dihydroisoquinolin-1(2H)-one